ethyl chlorooxoacetate ClC(C(=O)OCC)=O